4-{3-[(4-chloro-2-fluorophenyl)methoxy]-4-fluorophenyl}piperidine TFA salt OC(=O)C(F)(F)F.ClC1=CC(=C(C=C1)COC=1C=C(C=CC1F)C1CCNCC1)F